ClC1=C(C(=CC=C1CCl)Cl)F ls-2,6-Dichloro-3-chloromethylfluorobenzene